((4-phenyl-5-((4-(trifluoromethyl)benzyl)thio)-4H-1,2,4-triazol-3-yl)methyl)-9H-carbazole C1(=CC=CC=C1)N1C(=NN=C1SCC1=CC=C(C=C1)C(F)(F)F)CC1=CC=CC=2C3=CC=CC=C3NC12